NC1=C(C=2C=NC(=C(C2N1C1=C(C(=CC(=C1C)O)F)C)C#N)C1CC1)C(=O)N Racemic-2-amino-7-cyano-6-cyclopropyl-1-(3-fluoro-5-hydroxy-2,6-dimethyl-phenyl)pyrrolo[3,2-c]pyridine-3-carboxamide